N-hexyl-pyridine hexafluorophosphate F[P-](F)(F)(F)(F)F.C(CCCCC)N1CC=CC=C1